N-[1-(3-chloropyrazin-2-yl)ethyl]-N,2-dimethyl-propane-2-sulfinamide ClC=1C(=NC=CN1)C(C)N(S(=O)C(C)(C)C)C